Cl.N(=[N+]=[N-])C[C@H]1CN([C@H](CO1)CC1=CC=C(C=C1)Cl)C1CCC(CC1)C1=NN(C(=C1)C)C (2R,5S)-2-(azidomethyl)-5-(4-chlorobenzyl)-4-(4-(1,5-dimethyl-1H-pyrazol-3-yl)cyclohexyl)morpholine hydrochloride